(biphenylyl)(triphenyleneyl)dibenzofuran C1(=C(C=CC=C1)C1=C(C2=C(OC3=C2C=CC=C3)C=C1)C1=CC=CC=3C2=CC=CC=C2C2=CC=CC=C2C13)C1=CC=CC=C1